CC1=CC2=C(C(=C1)O)C(=O)C3=C([C@H]2[C@H]4[C@@H]([C@H]([C@H]([C@@H](O4)OC(=O)C)O)O)O)C=CC=C3O The molecule is a C-glycosyl compound that is 1,8-dihydroxy-3-methylanthracen-9(10H)-one substituted by a (1-O-acetyl)-alpha-L-lyxopyranosyl moiety at position 10 via a C-glycosidic linkage (the 10R stereoisomer). It is isolated from the leaves of Alvaradoa haitiensis and exhibits cytotoxicity against human oral epidermoid carcinoma. It has a role as a metabolite and an antineoplastic agent. It is a C-glycosyl compound, a member of anthracenes, an acetate ester and a polyphenol.